(R)-N-(4-cyano-3-(trifluoromethyl)phenyl)-3-((4-fluorophenyl)thio)-2-((4-methoxyphenyl)amino)-2-phenylpropionamide C(#N)C1=C(C=C(C=C1)NC([C@@](CSC1=CC=C(C=C1)F)(C1=CC=CC=C1)NC1=CC=C(C=C1)OC)=O)C(F)(F)F